CC=1N=C2C=CC=NC2=CC1 6-methyl-1,5-naphthyridine